[N+](=O)([O-])C1=C(C=CC=C1)C1=NN=C(O1)C(=O)NN 5-(2-nitrophenyl)-1,3,4-oxadiazole-2-carbohydrazide